C(C)(C)N1N=CC(=C1)C 1-isopropyl-4-methyl-pyrazole